C(C)(C)(C)OC(=O)N1C2CC(C3=CC=C(N=C13)C(OC)OC)(C2)NC2COCC2.C(C(=C)C)(=O)NCCCC[Si](OCC)(OCC)OCC 4-methacryloylaminobutyl-triethoxysilane tert-butyl-7-(dimethoxymethyl)-4-((tetrahydrofuran-3-yl)amino)-3,4-dihydro-2,4-methylene-1,8-naphthyridine-1(2H)-carboxylate